3-((3R,4S)-3-hydroxytetrahydro-2H-pyran-4-yl)-6-((6-(1-(2-methoxyethyl)-1H-pyrazol-4-yl)pyridin-3-yl)methyl)-7,8-dimethylquinazolin-4(3H)-one O[C@H]1COCC[C@@H]1N1C=NC2=C(C(=C(C=C2C1=O)CC=1C=NC(=CC1)C=1C=NN(C1)CCOC)C)C